N-[(1R,2S)-2-fluorocyclopropyl]-6-(4-formyl-2,3-dihydroindol-1-yl)-8-(methylamino)imidazo[1,2-b]pyridazine-3-carboxamide F[C@@H]1[C@@H](C1)NC(=O)C1=CN=C2N1N=C(C=C2NC)N2CCC1=C(C=CC=C21)C=O